N-(4-((5-(1,6-dimethyl-1H-pyrazolo[3,4-b]pyridin-4-yl)-3-methyl-4,5,6,7-tetrahydro-1H-pyrazolo[4,3-c]pyridin-1-yl)methyl)bicyclo[2.2.2]oct-1-yl)azetidine-3-carboxamide CN1N=CC=2C1=NC(=CC2N2CC1=C(CC2)N(N=C1C)CC12CCC(CC1)(CC2)NC(=O)C2CNC2)C